C1(CCCCC1)C=COB(O)O 2-cyclohexyl-vinyl-boric acid